1-(2-(2-(2-Methylquinolin-6-yl)acetyl)piperidin-4-yl)-7-(trifluoromethyl)-1,3-dihydro-2H-benzo[d]imidazol-2-one CC1=NC2=CC=C(C=C2C=C1)CC(=O)C1NCCC(C1)N1C(NC2=C1C(=CC=C2)C(F)(F)F)=O